OC1=C(C(=O)O)C(=C(C(=C1)O)O)O 2,4,5,6-tetrahydroxybenzoic acid